CC=1C=C(C=CC1C)N1N=C(CC1=O)C 1-(3,4-dimethylphenyl)-3-methyl-1H-pyrazol-5(4H)-one